(4-(3-chloro-4-(trifluoromethyl)phenyl)piperidin-1-yl)(4-(3-methoxyoxetan-3-yl)phenyl)methanone Boron [B].ClC=1C=C(C=CC1C(F)(F)F)C1CCN(CC1)C(=O)C1=CC=C(C=C1)C1(COC1)OC